2-((2S,4R)-4-amino-1-isobutyrylpyrrolidin-2-yl)-N-((S)-6-guanidino-1-(methylamino)-1-oxohexan-2-yl)thiazole-4-carboxamide N[C@@H]1C[C@H](N(C1)C(C(C)C)=O)C=1SC=C(N1)C(=O)N[C@H](C(=O)NC)CCCCNC(=N)N